NC1=C2N=CN(C2=NC(=N1)C1=CC=C(C=C1)N(C)C)C1CCC(CC1)C(=O)NC1=CC(=CC=C1)OC 4-{6-amino-2-[4-(dimethylamino)phenyl]-9H-purin-9-yl}-N-(3-methoxyphenyl)cyclohexanecarboxamide